[13C]([13CH3])(=O)O [1,2-13C]-acetic acid